CS(=O)(=NC1=NC=C(C=N1)C1=NOC(=N1)C(F)(F)F)C1=CC=CC=C1 methyl(phenyl)((5-(5-(trifluoromethyl)-1,2,4-oxadiazol-3-yl)pyrimidin-2-yl)imino)-λ6-sulfanone